C1=C(C=CC2=CC=CC=C12)OC(C)=O acetic acid-2-naphthylester